(5S)-5-((4S)-2-((benzyloxy)methyl)-1,3-dioxolan-4-yl)-3,4-dihydroxyfuran-2(5H)-one C(C1=CC=CC=C1)OCC1OC[C@H](O1)[C@H]1C(=C(C(O1)=O)O)O